isopropyl 1-[1-(4-bromo-1-naphthyl)ethyl]piperidine-4-carboxylate BrC1=CC=C(C2=CC=CC=C12)C(C)N1CCC(CC1)C(=O)OC(C)C